zirconium (IV) N-propoxide [O-]CCC.[Zr+4].[O-]CCC.[O-]CCC.[O-]CCC